(R)-N-(3-(1-((2-Amino-5-chloropyridin-3-yl)oxy)ethyl)phenyl)-3-(isopropylsulfonyl)benzamid NC1=NC=C(C=C1O[C@H](C)C=1C=C(C=CC1)NC(C1=CC(=CC=C1)S(=O)(=O)C(C)C)=O)Cl